(S)-3-amino-4-(2,4-dichlorophenyl)butyric acid N[C@H](CC(=O)O)CC1=C(C=C(C=C1)Cl)Cl